BrC1=C(C2=C(N=CN=C2N)N1C(CC)C=1N=NN(C1)C1=C(C=CC=C1)F)C=1C=NC(=NC1)C(F)(F)F 6-Bromo-7-{1-[1-(2-fluorophenyl)-1H-1,2,3-triazol-4-yl]propyl}-5-[2-(trifluoromethyl)pyrimidin-5-yl]-7H-pyrrolo[2,3-d]pyrimidin-4-amine